(2S,4R)-1-((S)-2-amino-3,3-dimethylbutanoyl)-N-(3-(4-chloro-2-methylphenyl)prop-2-yn-1-yl)-4-hydroxypyrrolidine-2-carboxamide N[C@H](C(=O)N1[C@@H](C[C@H](C1)O)C(=O)NCC#CC1=C(C=C(C=C1)Cl)C)C(C)(C)C